1-(8-fluoro-5H-imidazo[5,1-a]isoindol-5-yl)-2-methylpropan-1-ol FC1=CC=C2C(N3C(C2=C1)=CN=C3)C(C(C)C)O